CC(C(=O)OCC=C)(CC=O)C allyl 2,2-dimethyl-4-oxobutanoate